CN(C/C=C/C(=O)N1CC2(C1)CN(CC2)C2=NC(=NC(=C2C#N)C2=C1C=NNC1=CC=C2C)OC[C@H]2N(CCC2)C)C 4-(2-((E)-4-(dimethylamino)but-2-enoyl)-2,6-diazaspiro[3.4]octan-6-yl)-6-(5-methyl-1H-indazol-4-yl)-2-(((S)-1-methylpyrrolidin-2-yl)methoxy)pyrimidine-5-carbonitrile